ON=C(N)OC(C1=CC=CC=C1)=O (N'-hydroxycarbamimidoyl)benzoate